2,4,5,6-tetramethylphenolate CC1=C(C(=C(C(=C1)C)C)C)[O-]